O[C@H]1[C@H]2[C@@H]3CC[C@H]([C@@H](CCC(=O)O)C)[C@]3(C[C@@H]([C@@H]2[C@]2(CCC(C[C@H]2[C@H]1CC)=O)C)O)C 7α,11β-dihydroxy-6α-ethyl-3-oxo-5β-cholan-24-oic acid